[N+](=[N-])=CC(=O)[O-] 2-diazoacetate